tert-butyl (R)-(1-(6-(3-(4-(6-bromopyrazin-2-yl)-1H-1,2,3-triazol-1-yl)oxetan-3-yl)pyridin-3-yl)piperidin-3-yl)(cyclobutylmethyl)carbamate BrC1=CN=CC(=N1)C=1N=NN(C1)C1(COC1)C1=CC=C(C=N1)N1C[C@@H](CCC1)N(C(OC(C)(C)C)=O)CC1CCC1